FC1=C(C=CC=C1)C1=C(C(=NC=2C(N(CCC12)C1=C(N=CS1)C)C)N1CC2(CN(C2)C(C=C)=O)CC1)C#N 4-(2-fluorophenyl)-8-methyl-7-(4-methyl-1,3-thiazol-5-yl)-2-(2-(2-propenoyl)-2,6-diazaspiro[3.4]octan-6-yl)-5,6,7,8-tetrahydro-1,7-naphthyridine-3-carbonitrile